tris(para-fluorophenyl)borane FC1=CC=C(C=C1)B(C1=CC=C(C=C1)F)C1=CC=C(C=C1)F